N-(4-methylphenyl)-1H-pyrrolo[2,3-b]pyridine-3-sulfonamide CC1=CC=C(C=C1)NS(=O)(=O)C1=CNC2=NC=CC=C21